(2R,3R)-Methyl-2-Benzamidomethyl-3-Hydroxybutyrate COC([C@@H]([C@@H](C)O)CNC(C1=CC=CC=C1)=O)=O